methyl 4-oxo-4,5,6,7-tetrahydropyrazolo[1,5-a]pyrazine-2-carboxylate O=C1C=2N(CCN1)N=C(C2)C(=O)OC